2-(6-chloro-5-(hydroxymethyl)-2-methyl-3-oxo-2,3-dihydropyridazin-4-yl)acetamide ClC=1C(=C(C(N(N1)C)=O)CC(=O)N)CO